(S)-allyl 1-(2-chloro-4-((1-methoxy-1-oxopropan-2-yl)oxy)benzyl)-2,3-dimethyl-1H-indole-5-carboxylate ClC1=C(CN2C(=C(C3=CC(=CC=C23)C(=O)OCC=C)C)C)C=CC(=C1)O[C@H](C(=O)OC)C